O=C1CCC12CCNCC2 1-oxo-7-azaspiro[3.5]nonane